Antimonic Acid [Sb](O)(O)(O)=O